NC1(CCN(CC1)C1=NN2C(S1)=NC=C2C=2C(=NC(=CC2)C(C)C)OCC)CO (4-amino-1-(5-(2-ethoxy-6-isopropylpyridin-3-yl)imidazo[2,1-b][1,3,4]thiadiazol-2-yl)piperidin-4-yl)methanol